2-methylpropane-2-ol CC(C)(C)O